sodium fluoro phenylacetate C1(=CC=CC=C1)CC(=O)OF.[Na]